COC1=CC=C(C=C1)C1CC(=NN1C(CC)=O)C=1N=CC2=C(N1)NC(C=C2C)=O (5-(4-Methoxyphenyl)-1-propionyl-4,5-dihydro-1H-pyrazol-3-yl)-5-methylpyrido-[2,3-d]pyrimidin-7(8H)-one